2-phenyl-1-methylindole C1(=CC=CC=C1)C=1N(C2=CC=CC=C2C1)C